OC1=C(C=C(C=C1)CCCOC(C(=C)C)=O)N1N=C2C(=N1)C=CC=C2 2-[2-Hydroxy-5-(methacryloxypropyl)phenyl]-2H-benzotriazole